2-(3-fluoro-5-sulfamoylpyridine-2-carbonyl)-1,3,4,6-tetrahydropyrrolo[3,4-c]pyrrole-5-carboxylic acid tert-butyl ester C(C)(C)(C)OC(=O)N1CC2=C(C1)CN(C2)C(=O)C2=NC=C(C=C2F)S(N)(=O)=O